(4-(5-(1-methyl-1H-imidazol-2-yl)benzo[d]oxazol-2-yl)pyridin-2-yl)methanone CN1C(=NC=C1)C=1C=CC2=C(N=C(O2)C2=CC(=NC=C2)C=O)C1